10-hydroxydocosanic acid OC(CCCCCCCCC(=O)O)CCCCCCCCCCCC